5-(1-(dicyclohexylmethyl)-5-(3,5-dimethylisoxazol-4-yl)-1H-pyrrolo[2,3-b]pyridin-3-yl)-6-ethoxy-4-methylpyridinecarboxylic acid methyl ester COC(=O)C1=NC(=C(C(=C1)C)C1=CN(C2=NC=C(C=C21)C=2C(=NOC2C)C)C(C2CCCCC2)C2CCCCC2)OCC